galacturonamide O=C[C@H](O)[C@@H](O)[C@@H](O)[C@H](O)C(=O)N